(S)-N-((R)-1-(3-(trifluoromethoxy)phenyl)-2-(trifluoromethoxy)ethyl)-3-hydroxy-4,4-dimethylpentanamide FC(OC=1C=C(C=CC1)[C@H](COC(F)(F)F)NC(C[C@@H](C(C)(C)C)O)=O)(F)F